6-(cyclopropanecarboxamido)-N-(methyl-d3)-4-((5-methyl-2-(methyl-d3)-4,5-dihydro-2H-pyrazolo[4,3-c][1,7]naphthyridin-6-yl)amino)pyridazine-3-carboxamide C1(CC1)C(=O)NC1=CC(=C(N=N1)C(=O)NC([2H])([2H])[2H])NC1=NC=CC=2C=3C(CN(C12)C)=CN(N3)C([2H])([2H])[2H]